3-(1-oxo-5-(prop-2-yn-1-yloxy)isoindolin-2-yl)piperidine-2,6-dione O=C1N(CC2=CC(=CC=C12)OCC#C)C1C(NC(CC1)=O)=O